1-(2-(4-bromophenoxy)ethyl)-1H-1,2,3-triazole BrC1=CC=C(OCCN2N=NC=C2)C=C1